3-[5-(2,7-Diazaspiro[3.5]nonan-2-yl)-3-methyl-2-oxo-benzimidazol-1-yl]piperidine-2,6-dione C1N(CC12CCNCC2)C2=CC1=C(N(C(N1C)=O)C1C(NC(CC1)=O)=O)C=C2